O1CC(COC12CCCCC2)(C(=O)OC2CC(NC(C2)(C)C)(C)C)C(=O)OC2CC(NC(C2)(C)C)(C)C 1,5-dioxaspiro{5.5}undecane-3,3-dicarboxylic acid, bis(2,2,6,6-tetramethyl-4-piperidinyl) ester